C(#N)C1=C(N=C(S1)N(C1=C(N=C2SC(=NN21)N2CC(CC2)N(CC(=O)O)C)CC)C)C2=CC=C(C=C2)F 2-{[1-(5-((5-cyano-4-(4-fluorophenyl)thiazol-2-yl)(methyl)amino)-6-ethylimidazo[2,1-b][1,3,4]thiadiazol-2-yl)pyrrolidin-3-yl](methyl)amino}acetic acid